C1=2C3=C(C(N1)=CC=1C4=C(C(N1)=CC1=C5C(=C(N1)C=C1C6=C(C(=N1)C2)C=CC=N6)C=CC=N5)C=CC=N4)C=CC=N3 tetrapyridoporphyrin